(3R)-2-[(5-Chloro-1-oxo-1λ5-pyridin-2-yl)methyl]-3-(4-chlorophenyl)-3-{[1-(hydroxymethyl)cyclopropyl]methoxy}-6-(2-hydroxypropan-2-yl)-2,3-dihydro-1H-isoindol-1-on ClC=1C=CC(=N(C1)=O)CN1C(C2=CC(=CC=C2[C@]1(OCC1(CC1)CO)C1=CC=C(C=C1)Cl)C(C)(C)O)=O